4,5-diphenyloxazolidin-2-one C1(=CC=CC=C1)C1NC(OC1C1=CC=CC=C1)=O